(1R,5S)-3-(7-chloro-2-(((1aS,6aS,6bR)-hexahydrocyclopropa[a]pyrrolizin-6a(4H)-yl) methoxy)-8-methoxypyrido[4,3-d]pyrimidin-4-yl)-3,8-diazabicyclo[3.2.1]octane-8-carboxylate ClC1=C(C=2N=C(N=C(C2C=N1)N1C[C@H]2CC[C@@H](C1)N2C(=O)[O-])OC[C@]21CCCN1C[C@@H]1[C@H]2C1)OC